6-[(1-Naphthyl)methyl]-4-oxo-7-[m-(trifluoromethyl)phenyl]-1-thia-3a-aza-3-indancarboxylic acid C1(=CC=CC2=CC=CC=C12)CC1=CC(N2C(CSC2=C1C1=CC(=CC=C1)C(F)(F)F)C(=O)O)=O